NC1=NC(=NS1)C1=C2C=CC(=NC2=CC=C1)C(=O)NS(=O)(=O)C1=C(C=CC(=C1)C1(CCOCC1)C)OC 5-(5-amino-1,2,4-thiadiazol-3-yl)-N-((2-methoxy-5-(4-methyltetrahydro-2H-pyran-4-yl)phenyl)sulfonyl)quinoline-2-carboxamide